ClC1=C(CBr)C=C(C=C1)OP(=O)(OCC)OCC 2-chloro-5-(diethoxyphosphoryloxy)benzyl bromide